(3,5-dichloro-4-((2-(methoxymethyl)-1-oxo-1,2,3,4-tetrahydroisoquinolin-6-yl)oxy)phenyl)-3,5-dioxo-2,3,4,5-tetrahydro-1,2,4-triazine-6-carbonitrile ClC=1C=C(C=C(C1OC=1C=C2CCN(C(C2=CC1)=O)COC)Cl)N1N=C(C(NC1=O)=O)C#N